3-(7-bromobenzotriazol-1-yl)propan-1-ol BrC1=CC=CC2=C1N(N=N2)CCCO